dibutyl-cobalt dilaurate C(CCCCCCCCCCC)(=O)[O-].C(CCCCCCCCCCC)(=O)[O-].C(CCC)[Co+2]CCCC